(E)-1-(4-(3-(hydroxyimino)-3,4-dihydroquinoxalin-1(2H)-yl)piperidin-1-yl)-2-(4-(trifluoromethyl)phenyl)ethan-1-one O\N=C\1/CN(C2=CC=CC=C2N1)C1CCN(CC1)C(CC1=CC=C(C=C1)C(F)(F)F)=O